((5-(2,6-diazaspiro[3.4]oct-6-yl)-1,2,4-triazin-6-yl)oxy)-N-ethyl-5-fluoro-N-isopropylbenzamide C1NCC12CN(CC2)C=2N=CN=NC2OC2=C(C(=O)N(C(C)C)CC)C=C(C=C2)F